N-((1H-pyrazol-3-yl)methyl)-8-(4,4-difluorocyclohex-1-en-1-yl)-6-methoxyquinoline-3-carboxamide N1N=C(C=C1)CNC(=O)C=1C=NC2=C(C=C(C=C2C1)OC)C1=CCC(CC1)(F)F